CC1=CC=C(C=C1)C1=CC=C(C=C1)CC\C=C/C 4'-methyl-4-(cis-pent-3-en-1-yl)biphenyl